C(C)(C)NC1=NC=CC(=C1)CN1C(N(C(C1(C)C)=O)C1=CC=C2C(=NN(C2=C1)C)C(F)(F)F)=O 1-((2-(isopropylamino)pyridin-4-yl)methyl)-5,5-dimethyl-3-(1-methyl-3-(trifluoromethyl)-1H-indazol-6-yl)imidazolidine-2,4-dione